3-(6-Amino-4-(1-methyl-1H-pyrazol-4-yl)pyridin-2-yl)benzonitrile NC1=CC(=CC(=N1)C=1C=C(C#N)C=CC1)C=1C=NN(C1)C